(6-methyl-4,5,6,7-tetrahydropyrazolo[1,5-a]pyridin-2-yl)methyl ((2-(2,6-dioxopiperidin-3-yl)-4-fluoro-3-oxoisoindolin-5-yl)methyl)carbamate O=C1NC(CCC1N1CC2=CC=C(C(=C2C1=O)F)CNC(OCC1=NN2C(CCC(C2)C)=C1)=O)=O